N-[2-[[5-chloro-2-[4-(1,4-dioxa-8-azaspiro[4.5]decan-8-yl)-5-ethyl-2-methoxy-anilino]pyrimidin-4-yl]amino]-5-methoxy-phenyl]-N-methyl-methanesulfonamide ClC=1C(=NC(=NC1)NC1=C(C=C(C(=C1)CC)N1CCC2(OCCO2)CC1)OC)NC1=C(C=C(C=C1)OC)N(S(=O)(=O)C)C